C(CC)(=O)OC(COC)CN1CCC(CC1)NC1=C2C=C(N(C2=CC=C1)CC(F)(F)F)C#CCNC1=C(C=C(C=C1)S(=O)(=O)NC(CC)=O)OC 1-methoxy-3-(4-{[2-(3-{[2-methoxy-4-(propanamidosulfonyl) phenyl]amino}prop-1-yn-1-yl)-1-(2,2,2-trifluoroethyl)-1H-indol-4-yl]amino}piperidin-1-yl)propan-2-yl propanoate